C(#N)[C@H]1[C@@H](COCC1)N1N=C(C(=C1)C(=O)N)NC=1C=C(C2=C(C(=CB(O2)O)C)C1)C 1-[trans-4-cyanotetrahydro-2H-pyran-3-yl]-3-[(2-hydroxy-4,8-dimethyl-1,2-benzoxaborinin-6-yl)amino]pyrazole-4-carboxamide